ClC=1NC(C2=C(N1)COC2)=O 2-chloro-5,7-dihydro-3H-furo[3,4-d]pyrimidin-4-one